O1C(=CC=C1)C(=O)C1=C(C(=C2C=CC=CN12)N1C(C=CC=C1)=O)C=1OC=CC1 1-(3-(furan-2-carbonyl)-2-(furan-2-yl)indolizin-1-yl)pyridin-2(1H)-one